CC1=CC=CC=2N(N=NC21)CN(CCO)CCO 2,2'-[[(methyl-1H-benzotriazole-1-yl)methyl]imino]bisethanol